FC1=C(C=C(C=C1)C(F)(F)F)NC(=O)[C@H]1[C@H]2C[C@@H]([C@@H]([C@@H]1C=1C(=NN(C1)C(C)C)C(F)(F)F)O2)O |r| rac-(1r,2r,3s,4r,5s)-N-(2-fluoro-5-(trifluoromethyl)phenyl)-5-hydroxy-3-(1-isopropyl-3-(trifluoromethyl)-1H-pyrazol-4-yl)-7-oxabicyclo[2.2.1]heptane-2-carboxamide